NC1=C(C=C(C=N1)NC(C(=O)N1[C@@H](CC([C@@H](C1)C)(F)F)C1=CC(=CC=C1)Cl)=O)C N-(6-amino-5-methyl-3-pyridyl)-2-[(2S,5R)-2-(3-chlorophenyl)-4,4-difluoro-5-methyl-1-piperidyl]-2-oxo-acetamide